(S)-7-(1-(4-amino-3-(2-cyclopropoxypyrimidin-5-yl)-1H-pyrazolo[3,4-d]pyrimidin-1-yl)ethyl)-3-chloro-6-(3-fluorophenyl)-5H-thiazolo[3,2-a]pyridin-5-one NC1=C2C(=NC=N1)N(N=C2C=2C=NC(=NC2)OC2CC2)[C@@H](C)C=2C=C1N(C(C2C2=CC(=CC=C2)F)=O)C(=CS1)Cl